CN(C)CC1=NC=CC=C1 2-[(dimethylamino)methyl]pyridine